(R)-N-(8-fluoro-6-oxo-1,4,5,6-tetrahydro-2H-pyrano[3,4-c]isoquinolin-1-yl)-N-methyl-indolizine-6-carboxamide FC=1C=CC=2C3=C(NC(C2C1)=O)COC[C@@H]3N(C(=O)C3=CN1C=CC=C1C=C3)C